(E)-5-methyl-2-hexenoic acid CC(C/C=C/C(=O)O)C